C(C)(C)(C)OC(=O)N1C(COCC1)C1=C(C=CC(=C1)Cl)CN1C(NC(C2=C1C=CN2)=O)=C=S 3-(5-Chloro-2-((4-oxo-2-thiocarbonyl-2,3,4,5-tetrahydro-1H-pyrrolo[3,2-d]pyrimidin-1-yl)methyl)phenyl)morpholine-4-carboxylic acid tert-butyl ester